COC=1C=CC(=NC1)NC(CC)=O N-(5-methoxypyridin-2-yl)propionamide